The molecule is an organosulfonate salt composed from 2-methoxy-4-nitrobenzene-1-diazonium and 5-sulfonaphthalene-1-sulfonate in a 1:1 ratio. Used for demostrating enterochromaffin in carcinoid tumours. It has a role as a histological dye. It contains a 2-methoxy-4-nitrobenzenediazonium. COC1=C(C=CC(=C1)[N+](=O)[O-])[N+]#N.C1=CC2=C(C=CC=C2S(=O)(=O)[O-])C(=C1)S(=O)(=O)O